[(3R,6S)-3-azido-6-[(1S)-1-[benzyloxycarbonyl(methyl)amino]ethyl]tetrahydropyran-2-yl] (1E)-2,2,2-trifluoro-N-phenyl-ethanimidate FC(/C(/OC1O[C@@H](CC[C@H]1N=[N+]=[N-])[C@H](C)N(C)C(=O)OCC1=CC=CC=C1)=N\C1=CC=CC=C1)(F)F